acryloyloxyethylphenyl dihydrogen phosphate P(=O)(OC1=C(C=CC=C1)CCOC(C=C)=O)(O)O